(R)-3-(N-(2-(3-fluoropiperidin-1-yl)-5-(methylsulfonyl)phenyl)sulfamoyl)-4-methoxybenzoic acid F[C@H]1CN(CCC1)C1=C(C=C(C=C1)S(=O)(=O)C)NS(=O)(=O)C=1C=C(C(=O)O)C=CC1OC